1,3-Diisocyanatocyclohexan N(=C=O)C1CC(CCC1)N=C=O